B(O)(O)O.ClC1=C(C(=O)N([C@@H](CC(C)C)C(=O)O)NC(CC2CCCCC2)=O)C=C(C=C1)Cl (S)-N-(2,5-dichlorobenzoyl)-2-cyclohexylacetamido-D-leucine borate